C(C)(=O)NC1=C(C=C(C=C1)N\C(=C(/C(=O)OCC)\C#N)\CC)O[C@@H]1COCC1 ethyl (S,Z)-3-((4-acetamido-3-((tetrahydrofuran-3-yl)oxy)phenyl)amino)-2-cyanopent-2-enoate